N[C@@H](CC(=O)N1[C@H](C2CCC1C2)C#N)CC2=C(C=C(C(=C2)F)F)F Exo-(2R)-3-[(3R)-3-amino-4-(2,4,5-trifluorophenyl)butanoyl]-3-azabicyclo[2.2.1]heptane-2-carbonitrile